4-bromo-N,N-dimethylbenzenesulfonamide BrC1=CC=C(C=C1)S(=O)(=O)N(C)C